C(C)(C)(C)OC(=O)N\C(=N/C(OC(C)(C)C)=O)\NOCCCC(=O)OC methyl (E)-6-((tert-butoxycarbonyl) amino)-2,2-dimethyl-4-oxo-3,8-dioxa-5,7-diazadodec-5-en-12-oate